7-methyl-2-[2-(3-{6-[4-(1-methyl-1H-pyrazol-4-yl)-benzylamino]-pyrimidin-4-yl}-imidazo[1,2-a]pyridin-7-yloxy)-ethyl]-5-oxa-2,7-diaza-spiro[3.4]octan-6-one CN1C(OC2(CN(C2)CCOC2=CC=3N(C=C2)C(=CN3)C3=NC=NC(=C3)NCC3=CC=C(C=C3)C=3C=NN(C3)C)C1)=O